1-(2,4-dichlorobenzyl)-1H-1,2,4-triazole-3-carboxamide ClC1=C(CN2N=C(N=C2)C(=O)N)C=CC(=C1)Cl